(8-((4-((2-methoxyethyl)amino)-5-(trifluoromethyl)-7H-pyrrolo[2,3-d]pyrimidin-2-yl)amino)-2,3-dihydrobenzo[b][1,4]dioxin-5-yl)(4-morpholino-piperidin-1-yl)methanone COCCNC=1C2=C(N=C(N1)NC1=CC=C(C3=C1OCCO3)C(=O)N3CCC(CC3)N3CCOCC3)NC=C2C(F)(F)F